2-(2-cyclopropyl-4H-pyrrolo[2,3-d]thiazol-6-yl)acetic acid C1(CC1)C=1SC2=C(N1)NC=C2CC(=O)O